C(C1=CC=CC=C1)OC1=CC(=C2C=CC=NC2=C1)Br 7-(Benzyloxy)-5-bromoquinoline